[1,4]oxazepine-6(5H)-one O1CC=NCC(C1)=O